1,1'-(butane-1,4-diyl)bis(3-(4-(2-chloroacetyl)piperazine-1-carbonyl)-1H-imidazol-3-ium) C(CCCN1C=[N+](C=C1)C(=O)N1CCN(CC1)C(CCl)=O)N1C=[N+](C=C1)C(=O)N1CCN(CC1)C(CCl)=O